2-(azetidin-3-yl)-9-(difluoromethyl)-6-(4-(trifluoromethoxy)phenyl)-9H-purine N1CC(C1)C1=NC(=C2N=CN(C2=N1)C(F)F)C1=CC=C(C=C1)OC(F)(F)F